OB1OC2=C(C[C@@H]1SC=1SC=NN1)C=CC(=C2C(=O)O)OCC=2SC=NN2 (3R)-2-hydroxy-7-(1,3,4-thiadiazol-2-ylmethoxy)-3-(1,3,4-thiadiazol-2-ylsulfanyl)-3,4-dihydro-1,2-benzoxaborinine-8-carboxylic acid